C[Si](C#CC[C@@H](C)NC(OC(C)(C)C)=O)(C)C tert-butyl (R)-(5-(trimethylsilyl)pent-4-yn-2-yl)carbamate